C(C)(C)(C)N(C(O)=O)CCCNCC1=CC(=C(C=C1)N(S(=O)(=O)C)C)C(NC1=CC=C(C=C1)S(=O)(=O)N1CCC(CC1)C(C)CC)=O.C(C(=C)C)(=O)OCCC[Si](O[Si](C)(C)C)(O[Si](C)(C)C)O[Si](C)(C)C methacryloxypropyltri(trimethylsiloxy)silane tert-butyl-(3-((3-((4-((4-(sec-butyl)piperidin-1-yl)sulfonyl)phenyl)carbamoyl)-4-(N-methylmethylsulfonamido)benzyl)amino)propyl)carbamate